5-((6-(2,6-dimethylphenyl)-8-(4-hydroxybutyl)-7-oxo-5,6,7,8-tetrahydropyrimido[4,5-d]pyrimidin-2-yl)amino)-2-(4-methylpiperazin-1-yl)benzoic acid CC1=C(C(=CC=C1)C)N1C(N(C2=C(C1)C=NC(=N2)NC=2C=CC(=C(C(=O)O)C2)N2CCN(CC2)C)CCCCO)=O